methyl (S)-4-(5-fluoro-2-(2-methoxy-2-oxoethyl)-1,2,3,4-tetrahydronaphthalen-2-yl)butanoate FC1=C2CC[C@@](CC2=CC=C1)(CC(=O)OC)CCCC(=O)OC